4-[4-(7-chloroindol-1-yl)-2,6-difluoro-phenoxy]butanoic acid ClC=1C=CC=C2C=CN(C12)C1=CC(=C(OCCCC(=O)O)C(=C1)F)F